NC1=C(C(=NC(=N1)N1CCC(CC1)(C)N)C(=O)N)C1=CC(=CC=C1)F 6-Amino-2-(4-amino-4-methyl-piperidin-1-yl)-5-(3-fluoro-phenyl)-pyrimidine-4-carboxylic acid amide